ClC=1C(=C2C=NNC2=C(C1F)C(C(=O)OC)C(=O)NC1CCC1)C=1N=CC=2N(C1)C=C(N2)NC(=O)[C@H]2[C@H](C2)F methyl 2-(5-chloro-6-fluoro-4-(2-((1S,2S)-2-fluorocyclopropane-1-carboxamido)imidazo[1,2-a]pyrazin-6-yl)-1H-indazol-7-yl)-3-(cyclobutylamino)-3-oxopropanoate